N-(2-cyclopropoxy-1-(5-(2-methoxy-1-(2-oxo-4-(trifluoromethyl)imidazolidin-1-yl)ethyl)benzo[d]oxazol-2-yl)propyl)-1-isopropyl-1H-pyrazole-5-carboxamide C1(CC1)OC(C(C=1OC2=C(N1)C=C(C=C2)C(COC)N2C(NC(C2)C(F)(F)F)=O)NC(=O)C2=CC=NN2C(C)C)C